(2s,5R)-2-fluoro-6-hydroxy-1,6-diazabicyclo[3.2.1]octan-7-one F[C@@H]1N2C(N([C@H](CC1)C2)O)=O